triethylene glycol monon-butyl ether C(CCC)OCCOCCOCCO